C(CCCCCCCCCC)NC(=O)N(CCCC)CCCC N-undecyl-N',N'-dibutylurea